2-(4-(2-(2-acetyl-5-chlorophenyl)-3-Methoxy-6-oxopyridazin-1(6H)-yl)-3-phenylpropionamido)benzoic acid magnesium salt [Mg+2].C(C)(=O)C1=C(C=C(C=C1)Cl)N1N(C(C=CC1OC)=O)C1=CC=C(C=C1)CCC(=O)NC1=C(C(=O)[O-])C=CC=C1.C(C)(=O)C1=C(C=C(C=C1)Cl)N1N(C(C=CC1OC)=O)C1=CC=C(C=C1)CCC(=O)NC1=C(C(=O)[O-])C=CC=C1